2-chloro-N,N-dimethyl-4-(4-(2-((S)-3,3,3-trifluoro-2-hydroxy-2-phenylpropanoyl)-2-azaspiro[3.3]heptan-6-yl)piperazin-1-yl)benzamide ClC1=C(C(=O)N(C)C)C=CC(=C1)N1CCN(CC1)C1CC2(CN(C2)C([C@](C(F)(F)F)(C2=CC=CC=C2)O)=O)C1